O.[Zn] Zinc hydrate